N1C=C(C2=CC=CC=C12)CCNC=1C2=C(N=C(N1)C=1C(=NC=CC1)O)SC=N2 3-(7-((2-(1H-indol-3-yl)ethyl)amino)thiazolo[5,4-d]pyrimidin-5-yl)pyridin-2-ol